Ethyl diethylphosphinate C(C)P(OCC)(=O)CC